N1C=NC=C1C=1SC=C(N1)C(=O)NC=1C(=NC=NC1)N1CCCC1 2-(1H-imidazol-5-yl)-N-(4-(pyrrolidin-1-yl)pyrimidin-5-yl)thiazole-4-carboxamide